FC(C(=C)C=1N=CN(C1)CC1CC2(CN(C2)C(=O)OC(C)(C)C)C1)(F)F tert-butyl 6-[[4-[1-(trifluoromethyl)vinyl]imidazol-1-yl]methyl]-2-azaspiro[3.3]heptane-2-carboxylate